OCC=1C(=NC=CC1)CNC(OCC=C)=O prop-2-en-1-yl [3-(hydroxymethyl)pyridin-2-yl]methylcarbamate